ClC1=C(C(=CC=C1)Cl)N1C(=NC2=C(C1=O)C=NC1=C2C=C(N1)C=1C=NN(C1)C1CCNCC1)C 3-(2,6-dichlorophenyl)-2-methyl-8-(1-(piperidin-4-yl)-1H-pyrazol-4-yl)-3,7-dihydro-4H-pyrrolo[3',2':5,6]pyrido[4,3-d]pyrimidin-4-one